((2,6-dichlorophenyl)ethynyl)-2,3-dihydro-1H-inden-1-one ClC1=C(C(=CC=C1)Cl)C#CC1C(C2=CC=CC=C2C1)=O